5-(5-((4'-chloro-5,5-dimethyl-3,4,5,6-tetrahydro-[1,1'-biphenyl]-2-yl)methyl)-2,5-diazabicyclo[2.2.2]oct-2-yl)-2-(2,6-dioxopiperidin-3-yl)-6-fluoroisoindoline-1,3-dione ClC1=CC=C(C=C1)C1=C(CCC(C1)(C)C)CN1C2CN(C(C1)CC2)C=2C=C1C(N(C(C1=CC2F)=O)C2C(NC(CC2)=O)=O)=O